CC1(OB(OC1(C)C)C=1C=NN(C1)C1CN(CCC1)C(=O)OC(C)(C)C)C tert-butyl 3-[4-(4,4,5,5-tetramethyl-1,3,2-dioxaborolan-2-yl)pyrazol-1-yl]piperidine-1-carboxylate